6-(2,6-bis(bromomethyl)benzamido)hexanamide BrCC1=C(C(=O)NCCCCCC(=O)N)C(=CC=C1)CBr